tert-butyl 3-[(3,4-dimethylpyrimido[4',5':4,5]thieno[2,3-c]pyridazin-8-yl)amino]azetidine-1-carboxylate CC1=C(C2=C(N=N1)SC1=C2N=CN=C1NC1CN(C1)C(=O)OC(C)(C)C)C